bis[4-(3,5-di(trifluoromethyl)benzenesulfonyloxy)-phenyl]phenylsulfonium bis(trifluoromethylsulfonyl)imide [N-](S(=O)(=O)C(F)(F)F)S(=O)(=O)C(F)(F)F.FC(C=1C=C(C=C(C1)C(F)(F)F)S(=O)(=O)OC1=CC=C(C=C1)[S+](C1=CC=CC=C1)C1=CC=C(C=C1)OS(=O)(=O)C1=CC(=CC(=C1)C(F)(F)F)C(F)(F)F)(F)F